C1=NC=CC2=C(C=CC=C12)NC(=O)N1CCN(CC1)CC1=C(C=CC=C1)N1CCCC1 N-(isoquinolin-5-yl)-4-(2-(pyrrolidin-1-yl)benzyl)piperazine-1-carboxamide